C1(CCCCCC1)[C@@H](C(=O)NC1=C(C=C(C=C1)C1(CC1)[C@@H](C(=O)N1CCN(CC1)C)NC(CC)=O)F)NC(=O)C1=CC=NN1C(C)C N-((S)-1-cycloheptyl-2-((2-fluoro-4-(1-((S)-2-(4-methylpiperazin-1-yl)-2-oxo-1-propionamidoethyl)cyclopropyl)phenyl)amino)-2-oxoethyl)-1-isopropyl-1H-pyrazole-5-carboxamide